[O-2].[Ga+3].[O-2].[O-2].[Ga+3] GALLIUM OXID